ClC1=C(N=C(N(C1=O)C)N1CCC(CC1)NC(OC(C)(C)C)=O)C1=CC(=C(C=C1)C#N)F Tert-butyl (1-(5-chloro-4-(4-cyano-3-fluorophenyl)-1-methyl-6-oxo-1,6-dihydropyrimidin-2-yl)piperidin-4-yl)carbamate